tert-butyl 6-(4-(1-(tert-butoxycarbonyl)-1,2,3,6-tetrahydropyridin-4-yl)-2-methylbenzamido)-3,4-dihydroisoquinoline-2(1H)-carboxylate C(C)(C)(C)OC(=O)N1CCC(=CC1)C1=CC(=C(C(=O)NC=2C=C3CCN(CC3=CC2)C(=O)OC(C)(C)C)C=C1)C